ClC=1C=C(C=C(C1)F)N1N=C(C=C(C1=O)C(=O)O)C=1C=NC(=CC1)C(F)(F)F 2-(3-Chloro-5-fluoro-phenyl)-3-oxo-6-[6-(trifluoromethyl)-3-pyridyl]pyridazine-4-carboxylic acid